hydroxypentene OC=CCCC